4-chloro-3-(1,2,4-triazol-1-yl)phenol ClC1=C(C=C(C=C1)O)N1N=CN=C1